CC(C#N)C 2-methyl-propionitrile